(5-(((trans)-2-(3-(5-chloropyrimidin-4-yl)azetidin-1-yl)cyclohexyl)oxy)-1-oxo-isoindolin-2-yl)piperidine-2,6-dione ClC=1C(=NC=NC1)C1CN(C1)[C@H]1[C@@H](CCCC1)OC=1C=C2CN(C(C2=CC1)=O)N1C(CCCC1=O)=O